Cl.COC([C@H](CN)O)=O (S)-methyl-3-amino-2-hydroxypropionate hydrochloride